OCC1=CC=CC=2NC(=NC21)C=2C=CC(=C1C=NC(C21)=O)C2=CNC1=NC=CC=C12 7-(4-(Hydroxymethyl)-1H-benzo[d]imidazol-2-yl)-4-(1H-pyrrolo[2,3-b]pyridin-3-yl)isoindol-1-one